COC1=CC2=C(SCCN2)C=C1N1N=C(C=2C=NC(=CC21)C=2C=NN1C2N=CC=C1)C(=O)NC1CN(C1)C 1-(6-methoxy-3,4-dihydro-2H-benzo[b][1,4]thiazin-7-yl)-N-(1-methylazetidin-3-yl)-6-(pyrazolo[1,5-a]pyrimidin-3-yl)-1H-pyrazolo[4,3-c]pyridine-3-carboxamide